3-[(3-ethoxypropyl)amino]Propanesulfonic acid C(C)OCCCNCCCS(=O)(=O)O